6-[6-(1-methylpyrazol-4-yl)imidazo[1,2-b]pyridazin-3-yl]pyridin-2-amine CN1N=CC(=C1)C=1C=CC=2N(N1)C(=CN2)C2=CC=CC(=N2)N